1-[5-[1-(4-Formylcyclohexyl)triazol-4-yl]-4-(isopropylamino)-2-pyridyl]pyrrolo[2,3-b]pyridine-5-carbonitrile C(=O)C1CCC(CC1)N1N=NC(=C1)C=1C(=CC(=NC1)N1C=CC=2C1=NC=C(C2)C#N)NC(C)C